5-(((2-(7-fluoro-1-methyl-2-oxo-1,2,3,4-tetrahydroquinolin-8-yl)ethyl)amino)methyl)2-(oxooxazolidin-3-yl)-2H-pyrido[3,2-b][1,4]oxazin-3(4H)-one FC1=CC=C2CCC(N(C2=C1CCNCN1C=CC=C2OC(C(NC21)=O)N2C(OCC2)=O)C)=O